tert-butyl (3R,4S)-4-hydroxy-3-[(4-nitrophenyl)sulfonylamino]piperidine-1-carboxylate O[C@@H]1[C@@H](CN(CC1)C(=O)OC(C)(C)C)NS(=O)(=O)C1=CC=C(C=C1)[N+](=O)[O-]